C12COCC(N1C=1SC3=C(N1)C=CC(=C3C(=O)NC3=C(C=CC(=C3)Cl)C(NC31CC(C3)(C1)C(F)(F)F)=O)OC)C2 2-(3-Oxa-6-azabicyclo[3.1.1]heptan-6-yl)-N-(5-chloro-2-((3-(trifluoromethyl)bicyclo[1.1.1]pentan-1-yl)carbamoyl)phenyl)-6-methoxybenzo[d]thiazole-7-carboxamide